NCCNCCC[Si](OCC(CCCC)CC)(OCC(CCCC)CC)OCC(CCCC)CC N-(2-aminoethyl)-3-aminopropyltris(2-ethylhexoxy)-silane